BrC=1C=C2C(=C(N1)C1=CC=C(C=C1)S(=O)(=O)C)OC=C2 5-bromo-7-(4-(methylsulfonyl)phenyl)furo[2,3-c]pyridine